1-(3-methoxyphenyl)piperidin-4-amine dihydrochloride Cl.Cl.COC=1C=C(C=CC1)N1CCC(CC1)N